N1N=NC(=C1)C1=CC=C(C=C1)N(C1=CC=C(C=C1)C=1N=NNC1)C1=CC=C(C=C1)C=1N=NNC1 tris-(4-triazolylphenyl)amine